(E)-4-[2-[[5-[[[3-ethyl-5-[(2S)-2-(2-hydroxyethyl)-1-piperidyl]pyrazolo[1,5-a]pyrimidin-7-yl]amino]methyl]-2-pyridyl]oxy]ethyl-methyl-amino]but-2-enoic acid C(C)C=1C=NN2C1N=C(C=C2NCC=2C=CC(=NC2)OCCN(C/C=C/C(=O)O)C)N2[C@@H](CCCC2)CCO